methyl (4R)-4-(trifluoromethyl)-L-prolinate FC([C@@H]1C[C@H](NC1)C(=O)OC)(F)F